CN1[C@@H]2C[C@@H]2C[C@H]1CO ((1R,3S,5R)-2-methyl-2-azabicyclo[3.1.0]hexan-3-yl)methanol